10-ethyl-5,12,26-trimethyl-7-oxa-4,5,10,13,20,22,26-heptaazapentacyclo[22.3.1.0^{2,6}.0^{13,21}.0^{14,19}]octacosa-1(28),2(6),3,14,16,18,20,24-octaene-23,27-dione C(C)N1CCOC=2N(N=CC2C=2C(N(C=C(C(NC3=NC4=CC=CC=C4N3C(C1)C)=O)C2)C)=O)C